ClC1=C(C=CC=C1)C1=NN2C(N=CC(=C2)C(=O)C2=C(C=CC(=C2)[N+](=O)[O-])O)=C1 (2-(2-chlorophenyl)pyrazolo[1,5-a]pyrimidin-6-yl)(2-hydroxy-5-nitrophenyl)methanone